ClS(=O)(=O)C1=NN2C(CN(CCC2)C(=O)OCC2=CC=CC=C2)=C1 benzyl 2-(chlorosulfonyl)-7,8-dihydro-4H-pyrazolo[1,5-a][1,4]diazepine-5(6H)-carboxylate